3-Methacryloyl-dopamine tert-butyl-3-((3-(1,1-difluoroethyl)phenyl)carbamoyl)-4,7-dihydrothieno[2,3-c]pyridine-6(5H)-carboxylate C(C)(C)(C)OC(=O)N1CC2=C(CC1)C(=CS2)C(NC2=CC(=CC=C2)C(C)(F)F)=O.C(C(=C)C)(=O)C2(CC(CCN)=CC=C2O)O